C(C)OC1=CC=C(C=N1)N1[C@@H]2CC(N[C@H](C1)CC2(C)C)=O (1S,5R)-6-(6-ethoxypyridin-3-yl)-9,9-dimethyl-2,6-diazabicyclo[3.2.2]nonan-3-one